1-{[5-methyl-3-(trifluoromethyl)-1H-pyrazol-1-yl]Acetyl-piperidin-4-yl}-N-[(1S)-1,2,3,4-tetrahydronaphthalen-1-yl]-1,3-thiazole-4-carboxamide CC1=CC(=NN1CC(=O)N1CCC(CC1)S1C=NC(=C1)C(=O)N[C@H]1CCCC2=CC=CC=C12)C(F)(F)F